O1C=NC2=C1C=C(C=C2)\C=C/2\C(N(C(=N2)NC21CC3(CC(CC(C2)C3)C1)OC)C)=O (5Z)-5-(1,3-Benzoxazol-6-ylmethylene)-2-[(3-methoxy-1-adamantyl)amino]-3-methyl-imidazol-4-one